3-({1-[4-(Methanesulfonyl)phenyl]ethyl}oxy)-5-(4,4,5,5-tetramethyl-1,3,2-dioxaborolan-2-yl)pyridin-2-amine CS(=O)(=O)C1=CC=C(C=C1)C(C)OC=1C(=NC=C(C1)B1OC(C(O1)(C)C)(C)C)N